tert-butyl (3R,8aS)-3-(((methylsulfonyl)oxy)methyl)hexahydropyrrolo[1,2-a]pyrazine-2(1H)-carboxylate CS(=O)(=O)OC[C@@H]1N(C[C@H]2N(C1)CCC2)C(=O)OC(C)(C)C